(E)-N'-(3,5-dimethoxybenzylidene)-6-(6-methoxypyridin-3-yl)pyrazine-2-carbohydrazide COC=1C=C(\C=N\NC(=O)C2=NC(=CN=C2)C=2C=NC(=CC2)OC)C=C(C1)OC